Tridec-4-ene-2,6-diyn-13-one CC#CC=CC#CCCCCCC=O